N-(2-(4-((R)-4-cyclopropyl-3-methylpiperazine-1-yl)piperidine-1-yl)-5-((6-((S)-3-(3-fluorobenzyl)isoxazolidine-2-yl)pyrimidine-4-yl)amino)-4-methoxyphenyl)acrylamide C1(CC1)N1[C@@H](CN(CC1)C1CCN(CC1)C1=C(C=C(C(=C1)OC)NC1=NC=NC(=C1)N1OCC[C@@H]1CC1=CC(=CC=C1)F)NC(C=C)=O)C